BrC/C=C/C1=CC=CC=C1 (E)-(3-Bromoprop-1-en-1-yl)benzene